N-(2-isopropylphenyl)-N-(4-morpholinophenyl)thieno[3,2-d]pyrimidine-amine C(C)(C)C1=C(C=CC=C1)N(C=1N=CC2=C(N1)C=CS2)C2=CC=C(C=C2)N2CCOCC2